C(#N)C=1C=C2C=CN(C2=CC1)C1=CC(=C(OCCCC(=O)O)C(=C1)F)F 4-[4-(5-cyanoindol-1-yl)-2,6-difluoro-phenoxy]butanoic acid